tert-butyl (1S,4R,5R)-4-(6-chloro-1H-pyrazolo[3,4-d]pyrimidin-1-yl)-6-azabicyclo[3.2.0]heptane-6-carboxylate ClC1=NC=C2C(=N1)N(N=C2)[C@@H]2CC[C@H]1CN([C@@H]21)C(=O)OC(C)(C)C